BrC1=CC2=CC3=CC(=CC=C3N=C2C=C1)Br C2,7-dibromoacridine